(4-amino-1,3-dihydrofuro[3,4-c]quinolin-8-yl)-[(3S)-3-[6-(trifluoromethyl)-3-pyridinyl]morpholin-4-yl]methanone NC1=NC=2C=CC(=CC2C2=C1COC2)C(=O)N2[C@H](COCC2)C=2C=NC(=CC2)C(F)(F)F